C(C)OC(=O)C=1C2=C(N=CC1)N(N=C2C)O hydroxy-3-methyl-1H-pyrazolo[3,4-b]pyridine-4-carboxylic acid ethyl ester